CN(C(=O)C=1SC=CN1)C1=C(C(=CC=C1)B1OC(C(O1)(C)C)(C)C)C N-methyl-N-(2-methyl-3-(4,4,5,5-tetramethyl-1,3,2-dioxaborolan-2-yl)phenyl)thiazole-2-carboxamide